[4-(4-Acetylphenyl)sulfanylphenyl]sulfonium C(C)(=O)C1=CC=C(C=C1)SC1=CC=C(C=C1)[SH2+]